benzyl (2-(3-((4-aminopiperidin-1-yl)sulfonyl)phenoxy)ethyl)carbamate NC1CCN(CC1)S(=O)(=O)C=1C=C(OCCNC(OCC2=CC=CC=C2)=O)C=CC1